[4-(6-Amino-pyridazin-3-yl)-piperidin-1-yl]-(4'-methyl-biphenyl-4-yl)-methanone NC1=CC=C(N=N1)C1CCN(CC1)C(=O)C1=CC=C(C=C1)C1=CC=C(C=C1)C